C1=C(C=CC2=CC=CC=C12)C[SH+]CC(=O)C1=CC=CC=C1 (2-naphthyl)methylphenacylsulfonium